O1CCN(CC1)C1=NC(=NC(=C1)NC=1SC(=CN1)C=1OC(=NN1)C1=CC=CC=C1)N[C@H](CO)C (S)-2-((4-morpholino-6-((5-(5-phenyl-1,3,4-oxadiazol-2-yl)thiazol-2-yl)amino)pyrimidine-2-yl)amino)propan-1-ol